(S or R)-3-methyl-2-(2-(1-methyl-4,5,6,7-tetrahydro-1H-benzo[d][1,2,3]triazol-6-yl)-2H-pyrazolo[3,4-b]pyrazin-6-yl)-5-(trifluoromethyl)phenol CC=1C(=C(C=C(C1)C(F)(F)F)O)C=1C=NC=2C(N1)=NN(C2)[C@H]2CCC1=C(N(N=N1)C)C2 |o1:21|